3-(6-chlorofuro[3,2-b]pyridin-3-yl)benzonitrile ClC=1C=C2C(=NC1)C(=CO2)C=2C=C(C#N)C=CC2